5-((2-((azabicyclo[2.2.1]hept-7-yl)methyl)-6-fluorobenzyl)amino)-3-fluoro-6-methyl-N-(thiazol-4-yl)pyridine-2-sulfonamide N12CCC(CC1)C2CC2=C(CNC=1C=C(C(=NC1C)S(=O)(=O)NC=1N=CSC1)F)C(=CC=C2)F